(6-((2-((3-methoxy-6-(1-methyl-1H-pyrazol-4-yl)-5-(4-methyl-piperazin-1-yl)pyridin-2-yl)amino)-7H-pyrrolo[2,3-d]pyrimidin-4-yl)amino)quinoxalin-5-yl)dimethyl-phosphine oxide COC=1C(=NC(=C(C1)N1CCN(CC1)C)C=1C=NN(C1)C)NC=1N=C(C2=C(N1)NC=C2)NC=2C(=C1N=CC=NC1=CC2)P(C)(C)=O